Cl.C[C@@H]1N(C[C@H](NC1)C)C1=CC(N(C=2C=CC(=NC12)C#N)C)=O 8-((2S,5R)-2,5-dimethylpiperazin-1-yl)-5-methyl-6-oxo-5,6-dihydro-1,5-naphthyridine-2-carbonitrile hydrochloride salt